ClC=1C(=CC(=NC1)NC(=O)NC1CC12CCNCC2)C2=C1N(N=C2)CC(C1)(C)C 1-(5-chloro-4-(5,5-dimethyl-5,6-dihydro-4H-pyrrolo[1,2-b]pyrazol-3-yl)pyridin-2-yl)-3-(6-azaspiro[2.5]oct-1-yl)urea